(R)-N-((2S,3S)-2-(fluoromethyl)-2-hydroxy-5-oxotetrahydrofuran-3-yl)-5-isopropyl-3-(isoquinoline-1-yl)-4,5-dihydroisoxazole-5-carboxamide FC[C@]1(OC(C[C@@H]1NC(=O)[C@@]1(CC(=NO1)C1=NC=CC2=CC=CC=C12)C(C)C)=O)O